methyl 3-morpholinobicyclo[1.1.1]pentane-1-carboxylate O1CCN(CC1)C12CC(C1)(C2)C(=O)OC